N-(5-chloro-6-(2H-1,2,3-triazol-2-yl)pyridin-3-yl)-1-(7-(3-hydroxypyrrolidin-1-yl)thieno[2,3-c]pyridin-4-yl)-5-(trifluoromethyl)-1H-pyrazole-4-carboxamide ClC=1C=C(C=NC1N1N=CC=N1)NC(=O)C=1C=NN(C1C(F)(F)F)C1=C2C(=C(N=C1)N1CC(CC1)O)SC=C2